BrC=1C=C2C=C(N(C2=CC1)C(=O)OC(C)(C)C)CBr tert-butyl 5-bromo-2-(bromomethyl)-1H-indole-1-carboxylate